FC1=CC=2N=CN=C(C2N=C1N1CCN(CC1)C(C=C)=O)NC1=CC(=C(C=C1)OC1=CC2=C(N(N=N2)C)C=C1)C 1-(4-(7-fluoro-4-((3-methyl-4-((1-methyl-1H-benzo[d][1,2,3]triazol-5-yl)oxy)phenyl)amino)pyrido[3,2-d]pyrimidin-6-yl)piperazin-1-yl)prop-2-en-1-one